CO[Si](C(C)C=1C(=C(C(=C(C1)[SiH](C)C)CC[SiH2]CNCCC[Si](OCC)(OCC)C)[SiH](C)C)N(CC)CC)(OC)OC 1-trimethoxysilylethyl-dimethylsilyl-4-(diethylamino)(methyldiethoxysilylpropylamino)methylsilylethyl-dimethylsilylbenzene